ethyl 2-methyl-5-(4-methyl-thiazol-5-ylmethoxy)-benzo[b]thiophene-3-carboxylate CC1=C(C2=C(S1)C=CC(=C2)OCC2=C(N=CS2)C)C(=O)OCC